FC1=C(C(C(=O)O)O)C=CC=C1 o-fluoromandelic acid